N1C(=CC2=CC=CC=C12)C[C@H](N)C(=O)N[C@@H](CC(C)C)C(=O)N[C@@H](CCCNC(N)=N)C(=O)N1[C@@H](CCC1)C(=O)NCC(=O)N 3-(1H-indol-2-yl)-L-alanylleucyl-L-arginyl-L-prolylglycinamide